OCC1=C(C=NC=C1C1=CN(C(C(=C1)NC1=NC=C(C=C1)N1CCN(CC1)C)=O)C)N1C(C=2N(C=3CCCCC3C2)CC1)=O 2-(4-(Hydroxymethyl)-5-(1-methyl-5-(5-(4-methylpiperazin-1-yl)pyridin-2-ylamino)-6-oxo-1,6-dihydropyridin-3-yl)pyridin-3-yl)-3,4,6,7,8,9-hexahydropyrazino[1,2-a]indol-1(2H)-one